[Si](C)(C)(C(C)(C)C)OC[C@H]1N(COC1=O)C(=O)OCC1=CC=CC=C1 Benzyl (4R)-4-({[tert-butyl(dimethyl)silyl]oxy}methyl)-5-oxo-1,3-oxazolidine-3-carboxylate